1-Cyclopropyl-3-(4,4-difluoropiperidin-1-yl)-5-nitro-1H-indazole C1(CC1)N1N=C(C2=CC(=CC=C12)[N+](=O)[O-])N1CCC(CC1)(F)F